N,N-diethylbutylammonium C(C)[NH+](CC)CCCC